n-hexyl aconitate C(C=C(C(=O)[O-])CC(=O)[O-])(=O)OCCCCCC